FC1=C(C(=CC=C1)C)C1CC(C1)C=1C(N(C2=NC(=CC=C2C1)C)CC1=NC=CC=C1C(F)(F)F)=O 3-(3-(2-fluoro-6-methylphenyl)cyclobutyl)-7-methyl-1-((3-(trifluoromethyl)pyridin-2-yl)methyl)-1,8-naphthyridin-2(1H)-one